ClC=1N=C(SC1C=1C(=NN2C1N=C(C=C2C(CC)CC)C)C)N2CCOCC2 3-(4-chloro-2-morpholin-4-yl-thiazol-5-yl)-7-(1-ethyl-propyl)-2,5-dimethyl-pyrazolo[1,5-a]pyrimidine